9,10-bis(2-methoxyethoxy)anthracene ((2-bromo-5-(Tetrahydro-2H-pyran-4-yl)thiazol-4-yl)methyl)(methyl)carbamate BrC=1SC(=C(N1)CN(C(O)=O)C)C1CCOCC1.COCCOC=1C2=CC=CC=C2C(=C2C=CC=CC12)OCCOC